FC(C(C(F)(F)F)(O)C1=CC=C(C=C1)NC(=O)C1N(CC2=CC=CC=C12)C(=O)C1(CC1)OC)(F)F N-(4-(1,1,1,3,3,3-hexafluoro-2-hydroxypropan-2-yl)phenyl)-2-(1-methoxycyclopropanecarbonyl)isoindoline-1-carboxamide